N(=[N+]=[N-])C[C@H](COCC)NC(OC(C)(C)C)=O (R)-tert-Butyl 1-azido-3-ethoxypropan-2-ylcarbamate